COC1=CC=CC(=N1)C1=CC(=C2C(=N1)C(=NS2)C(=O)O)C 5-(6-methoxypyridin-2-yl)-7-methylisothiazolo[4,5-b]Pyridine-3-carboxylic acid